(4-bromopyridin-3-yl)(pyrazolo[1,5-a]pyrazin-2-yl)methanone BrC1=C(C=NC=C1)C(=O)C1=NN2C(C=NC=C2)=C1